OC1=CC=C(C=C1)N=NC1=CC=C(C(=O)O)C=C1 4-(4-hydroxyphenyl)azobenzoic acid